COC=1C=C(C=CC1OC)C=1NC2=CC=C(C=C2C1CC(F)(F)F)C1CCN(CC1)C(CCCN(C)C)=O 1-(4-(2-(3,4-dimethoxyphenyl)-3-(2,2,2-trifluoroethyl)-1H-indol-5-yl)piperidin-1-yl)-4-(dimethylamino)butan-1-one